4-(3-cyclopropyl-5-((2-fluoro-4-iodophenyl)amino)-6,8-dimethyl-2,4,7-trioxo-3,4,6,7-tetrahydropyrido[4,3-d]pyrimidin-1(2H)-yl)-N-methyl-1H-indole-1-sulfonamide C1(CC1)N1C(N(C=2C(C1=O)=C(N(C(C2C)=O)C)NC2=C(C=C(C=C2)I)F)C2=C1C=CN(C1=CC=C2)S(=O)(=O)NC)=O